Quinoline-6-ylacetate N1=CC=CC2=CC(=CC=C12)CC(=O)[O-]